3-((6-((2R,4S)-2-(2,5-difluorophenyl)-4-fluoropyrrolidin-1-yl)-1,5-naphthyridin-4-yl)amino)cyclopentan-1-ol FC1=C(C=C(C=C1)F)[C@@H]1N(C[C@H](C1)F)C=1N=C2C(=CC=NC2=CC1)NC1CC(CC1)O